BrC=1C(=C(OCCOC2CCN(CC2)CC(=O)OCC)C=CC1)C ethyl 2-(4-(2-(3-bromo-2-methylphenoxy)ethoxy)piperidin-1-yl)acetate